6-(3-isopropyl-5-(1-(2-(methylsulfonyl)ethyl)azetidin-3-yl)-1H-indol-2-yl)-7,8-dimethyl-[1,2,4]triazolo[4,3-a]pyridine C(C)(C)C1=C(NC2=CC=C(C=C12)C1CN(C1)CCS(=O)(=O)C)C=1C(=C(C=2N(C1)C=NN2)C)C